ethyl 1-(7-cyano-5-isopropoxybenzo[b]thiophen-2-yl)-1H-pyrazole-4-carboxylate C(#N)C1=CC(=CC2=C1SC(=C2)N2N=CC(=C2)C(=O)OCC)OC(C)C